C(C)(C)(C)OC(NC1(CNCC1)CO)=O (3-(hydroxymethyl)pyrrolidin-3-yl)carbamic acid tert-butyl ester